C(C)C1(CC1)C#CC1=C2CCCN(C2=CC=C1)C1=NC=2N(C3=CC=CC(=C13)F)C(=NN2)C (5-((1-ethylcyclopropyl)ethynyl)-3,4-dihydroquinolin-1(2H)-yl)-6-fluoro-1-methyl-[1,2,4]triazolo[4,3-a]quinazoline